C(C)(C)(C)OC(C(=C)N1N=C(C=2C(C1=O)=CN(N2)C2CC2)C(C)C)=O (2-cyclopropyl-7-isopropyl-4-oxo-2,4-dihydro-5H-pyrazolo[3,4-d]pyridazin-5-yl)acrylic acid tert-butyl ester